3-[7-(3,5-Dimethylisoxazol-4-yl)-2-oxo-1,2,4,5-tetrahydroimidazo[1,5,4-de][1,4]benzoxazin-4-yl]-N-methylpyridine-2-carboxamide CC1=NOC(=C1C1=CC=C2C=3N(C(COC31)C=3C(=NC=CC3)C(=O)NC)C(N2)=O)C